C(C1=CC=CC=C1)C1=NO[C@@H]2[C@H](O1)C=CN([C@H]2C2=CC=C(C=C2)C(F)(F)F)C(=O)OC |o1:10,11,16| Methyl (4aR*,8S*,8aS*)-3-benzyl-8-(4-(trifluoromethyl)phenyl)-8,8a-dihydropyrido[4,3-e][1,4,2]dioxazine-7(4aH)-carboxylate